N-(4-(2-(2-aminophenyl)-3H-imidazo[4,5-b]pyridin-7-yl)-2-fluorobenzyl)-3-(tert-butyl)-1,2,4-oxadiazole-5-carboxamide NC1=C(C=CC=C1)C1=NC=2C(=NC=CC2C2=CC(=C(CNC(=O)C3=NC(=NO3)C(C)(C)C)C=C2)F)N1